N-(5-(2-(2-oxa-5-azaspiro[3.4]octan-5-yl)acetamido)-2-methylpyridin-3-yl)-2-(1-methyl-1H-pyrazol-4-yl)-1H-pyrrolo[2,3-b]pyridine-5-carboxamid C1OCC12N(CCC2)CC(=O)NC=2C=C(C(=NC2)C)NC(=O)C=2C=C1C(=NC2)NC(=C1)C=1C=NN(C1)C